8-fluoro-2-((hexahydro-1H-pyrrolizin-7a-yl)Methoxy)-7-(3-hydroxynaphthalen-1-yl)quinazoline-6-carbonitrile trifluoroacetate FC(C(=O)O)(F)F.FC=1C(=C(C=C2C=NC(=NC12)OCC12CCCN2CCC1)C#N)C1=CC(=CC2=CC=CC=C12)O